1-amino-3-aminomethyl-3,5,5-trimethylcyclohexylamine NC1(CC(CC(C1)(C)C)(C)CN)N